N[C@@H]1C(N(C2=C(OC1)C=C(C=C2)CO)C)=O (S)-3-amino-8-(hydroxymethyl)-5-methyl-2,3-dihydrobenzo[b][1,4]Oxazepine-4(5H)-one